2-hydroxy-1,2,3-propanetricarboxylic acid calcium tetrahydrate O.O.O.O.[Ca].OC(CC(=O)O)(CC(=O)O)C(=O)O